C[C@](N)(CC(C)C)C(=O)O alpha-methyl-L-leucine